O[C@@H]1C[C@H](N(C1)C([C@H](C(C)(C)C)NC(CCCCCCC(=O)OC)=O)=O)C(N[C@@H](C)C1=CC=C(C=C1)C1=C(N=CS1)C)=O methyl 8-(((S)-1-((2S,4R)-4-hydroxy-2-(((S)-1-(4-(4-methylthiazol-5-yl)phenyl)ethyl)carbamoyl)pyrrolidin-1-yl)-3,3-dimethyl-1-oxobutan-2-yl)amino)-8-oxooctanoate